C(C)(C)(C)OC(=O)NC(CCC(=O)OC(C)(C)C)C(=O)NCCOC(=O)OC1=CC=C(C=C1)\C=C\C1=CC(=CC(=C1)OC)OC Tert-butyl (E)-4-((tert-butoxycarbonyl) amino)-5-((2-(((4-(3,5-dimethoxy styryl) phenoxy) carbonyl) oxy) ethyl) amino)-5-oxopentanoate